C(C)(C)(C)S(=O)(=O)C=1C(=CC=2N(C1)C(=CN2)C2=NN(C(=C2)C(=O)O)C)OC 3-(6-(tert-butylsulfonyl)-7-methoxyimidazo[1,2-a]pyridin-3-yl)-1-methyl-1H-pyrazole-5-carboxylic acid